4-(2-(6-(difluoromethyl)imidazo[1,2-a]pyrazin-3-yl)pyrimidin-4-yl)-1,4-diazacycloheptane-1-sulfonamide FC(C=1N=CC=2N(C1)C(=CN2)C2=NC=CC(=N2)N2CCN(CCC2)S(=O)(=O)N)F